The molecule is zwitterionic form of S-(5-deoxy-D-ribos-5-yl)-L-homocysteine arising from transfer of a proton from the carboxy to the amino group; major species at pH 7.3. It is a tautomer of a S-(5-deoxy-D-ribos-5-yl)-L-homocysteine. C(CSC[C@@H]1[C@H]([C@H](C(O1)O)O)O)[C@@H](C(=O)[O-])[NH3+]